5-(8-(1,3-dimethyl-2-oxo-2,3-dihydro-1H-benzo[d]imidazol-5-yl)isoquinolin-3-yl)-N-(3-(3-(2,6-dioxo-piperidin-3-yl)benzofuran-5-yl)prop-2-yn-1-yl)-3-methoxypicolinamide CN1C(N(C2=C1C=CC(=C2)C=2C=CC=C1C=C(N=CC21)C=2C=C(C(=NC2)C(=O)NCC#CC=2C=CC1=C(C(=CO1)C1C(NC(CC1)=O)=O)C2)OC)C)=O